CONC(C1=CC=C(C=C1)OC)=O N,4-dimethoxy-benzamide